FC=1C(=C(C=CC1F)[C@@H]1[C@@H](O[C@@]([C@@H]1C)(C(F)(F)F)C)C(=O)NC1=C(C(=NC=C1)C(=O)N)C)OC 4-[[(2R,3r,4r,5s)-3-(3,4-difluoro-2-methoxy-phenyl)-4,5-dimethyl-5-(trifluoromethyl)tetrahydrofuran-2-carbonyl]amino]-3-methyl-pyridine-2-carboxamide